C(#N)CNC(=O)C1=CN(C=C1)C1=NC(=NC=C1)NC1=C(C=C(C=C1)N1CCN(CC1)C)OC N-(Cyanomethyl)-1-(2-((2-methoxy-4-(4-methylpiperazin-1-yl)phenyl)amino)pyrimidin-4-yl)-1H-pyrrole-3-carboxamide